COC=1C=C(C=CC1OC)/C=C(/C(=O)O)\C1=CC=C(C=C1)C (E)-3-(3,4-dimethoxyphenyl)-2-(p-tolyl)acrylic acid